C1(=CC=CC=C1)C(C(=O)NC=1SC=CC1C(=O)NCC1=CC(=C(C=C1)F)F)CC 2-(2-Phenylbutanamido)-N-(3,4-difluorobenzyl)thiophene-3-carboxamide